CC1=C(NC2=NOC3=C2C=CC=C3)C=CC=C1C1=CC3=C(OCCO3)C=C1 3-(2-Methyl-3-(1,4-benzodioxan-6-yl)anilino)benzisoxazol